CC1(OB(OC1(C)C)C1=CC(=CC(=C1)OC1=CC=C(C=C1)C(F)(F)F)C)C 4,4,5,5-tetramethyl-2-{3-methyl-5-[4-(trifluoromethyl)-phenoxy]phenyl}-1,3,2-dioxaborolane